4-bromo-6-chloro-5-(4-methoxyphenyl)pyridazin-3-amine BrC1=C(N=NC(=C1C1=CC=C(C=C1)OC)Cl)N